IC1=CC=C(C=C1)N1C(C2=CC=CC=C2CC1)C#CC1=CC=C(C=C1)OC 2-(4-iodophenyl)-1-((4-methoxyphenyl)ethynyl)-1,2,3,4-tetrahydroisoquinoline